D-glucitol hemihydrate O.C([C@H](O)[C@@H](O)[C@H](O)[C@H](O)CO)O.C([C@H](O)[C@@H](O)[C@H](O)[C@H](O)CO)O